C(N)(=O)C1=CC=C(C=C1)CN1CC2(C1)CC(C2)NC(=O)N2[C@@H](CN(C[C@H]2C)C2=NC=C(C=N2)C(F)(F)F)C (2R,6R)-N-{2-[(4-carbamoylphenyl)methyl]-2-azaspiro[3.3]heptan-6-yl}-2,6-dimethyl-4-[5-(trifluoromethyl)pyrimidin-2-yl]piperazine-1-carboxamide